C(C)(C)(C)OC(=O)NCCC1N(CCCC1)C(N)=O 2-((tert-butoxycarbonyl)amino)ethyl-(carbamoyl)piperidin